acetonitrile-ammonium salt [NH4+].C(C)#N